(4-amino-1,3-dihydrofuro[3,4-c]quinolin-8-yl)((3S)-3-(4-(difluoromethoxy)phenyl)-4-morpholinyl)methanone NC1=NC=2C=CC(=CC2C2=C1COC2)C(=O)N2[C@H](COCC2)C2=CC=C(C=C2)OC(F)F